BrC1=CC2=C(OC[C@@H](C(N2C)=O)NC(C2=CC=CC=C2)(C2=CC=CC=C2)C2=CC=CC=C2)C=C1F (S)-7-Bromo-8-fluoro-5-methyl-3-(tritylamino)-2,3-dihydrobenzo[b][1,4]oxazepine-4(5H)-one